4-((3-chloro-2-methoxyphenyl)amino)-6-((5-fluoro-4-methylpyridin-2-yl)amino)-2-methyl-1,2-dihydro-3H-pyrazolo[3,4-b]pyridin-3-one ClC=1C(=C(C=CC1)NC1=C2C(=NC(=C1)NC1=NC=C(C(=C1)C)F)NN(C2=O)C)OC